3-[4-[3-(dimethylamino)azetidin-1-yl]anilino]-5-(methylamino)-6-(3-methylimidazo[4,5-c]pyridin-7-yl)pyrazine-2-carboxamide bis-formate salt C(=O)O.C(=O)O.CN(C1CN(C1)C1=CC=C(NC=2C(=NC(=C(N2)NC)C=2C3=C(C=NC2)N(C=N3)C)C(=O)N)C=C1)C